C(#N)C1=C(C=C(C(=N1)N1CCN(CC1)C(=O)OC(C)(C)C)OC)[N+](=O)[O-] tert-butyl 4-(6-cyano-3-methoxy-5-nitropyridin-2-yl)piperazine-1-carboxylate